C1(C2=C(C(O1)=O)C=C1C=C3C(C(OC3=O)=O)=CC1=C2)=O 1H,3H-naphtho[2,3-c:6,7-c']difuran-1,3,6,8-tetrone